ClC1=C(C=CC(=C1)F)C1=CC=NC2=CC(=CC=C12)O[C@@H](C(=O)N1CC(NC(C1)C)C)C (2R)-2-[[4-(2-chloro-4-fluoro-phenyl)-7-quinolyl]oxy]-1-(3,5-dimethylpiperazin-1-yl)propan-1-one